{3-[(1,3-benzothiazol-2-yl)amino]-7H-pyrrolo[2,3-C]pyridazin-7-yl}-1,3-thiazole-4-carboxylic acid S1C(=NC2=C1C=CC=C2)NC2=CC1=C(N=N2)N(C=C1)C=1SC=C(N1)C(=O)O